methyl 2-(6-ethylpyridin-3-yl)-5-nitrobenzoate C(C)C1=CC=C(C=N1)C1=C(C(=O)OC)C=C(C=C1)[N+](=O)[O-]